[(3S)-3-(6-methylpyrazin-2-yl)isoxazolidin-2-yl]methanone CC1=CN=CC(=N1)[C@H]1N(OCC1)C=O